COC1=C(C=CC=C1)C1=NC=CC(=N1)COC1=C(C=CC=C1)C(C(=O)O)C 2-{([2-(2-methoxyphenyl)pyrimidin-4-yl]methoxy)phenyl}propanoic acid